C(CCC)C1(NC=2C=CC=CC2C2=CC=CC=C12)CC(=O)OC Methyl 2-(6-butyl-5,6-dihydrophenanthridin-6-yl)acetate